NC1=CC=C(\C=C/2\C(NC3=C(S2)C=CC(=C3)S(=O)(=O)CC3=C(C=CC=C3F)F)=O)C=C1 (Z)-2-(4-aminobenzylidene)-6-((2,6-difluorobenzyl)sulfonyl)-2H-benzo[b][1,4]thiazin-3(4H)-one